2-(3,4-epoxyhexyl)ethyltrimethoxysilane C(CC1C(CC)O1)CC[Si](OC)(OC)OC